(S)-6-(2-amino-4-(difluoromethoxy)butyl)-7-bromo-N-(thiophen-2-ylmethyl)thieno[3,2-d][1,2,3]triazin-4-amine N[C@H](CC1=C(C=2N=NN=C(C2S1)NCC=1SC=CC1)Br)CCOC(F)F